CC[C@@H](C)/C=C\[C@H]1[C@H](CC[C@@H]2[C@@]1(CCCC2(C)C)C)C labd-14-ene